2-methyl-8-((5-oxo-5-(4-(pyrimidin-2-yl)piperazin-1-yl)pentyl)amino)quinazolin-4(3H)-one CC1=NC2=C(C=CC=C2C(N1)=O)NCCCCC(N1CCN(CC1)C1=NC=CC=N1)=O